S(=O)(=O)(OCCOS(=O)(=O)[O-])[O-] ethylene bissulfate